methyl (S)-2-amino-5-ureidopentanoate hydrochloride Cl.N[C@H](C(=O)OC)CCCNC(=O)N